[1-(4-Cyano-phenyl)-2-methyl-3-(2-piperidin-1-yl-acetyl)-1H-indol-6-yl]acetic Acid Hydrochloride Salt Cl.C(#N)C1=CC=C(C=C1)N1C(=C(C2=CC=C(C=C12)CC(=O)O)C(CN1CCCCC1)=O)C